NC1=C(C=C(C=C1)NS(=O)(=O)CCO)N1CCC2(CC2)CC1 N-(4-amino-3-(6-azaspiro[2.5]octan-6-yl)phenyl)-2-hydroxyethane-1-sulfonamide